C(C)OC(=O)C(CC1=CC=C(C(=O)OCC)C=C1)CCC(=O)NOCC=1OC(OC1C)=O Ethyl 4-(2-(ethoxycarbonyl)-5-(((5-methyl-2-oxo-1,3-dioxol-4-yl)methoxy)amino)-5-oxopentyl)benzoate